N-methyl-5-((2S,3R)-2-methylazetidin-3-yl)-5,6-dihydropyrrolo[3,4-c]pyrazole-2(4H)-carboxamide CNC(=O)N1N=C2C(=C1)CN(C2)[C@H]2[C@@H](NC2)C